COC(=O)C1CNCCC1.C(C)(C)(C)N\C=C/1\C(OC2=CC=CC=C2C1=O)C1=C(C=C(C=C1)Cl)O (Z)-3-((tert-butylamino)methylene)-2-(4-chloro-2-hydroxyphenyl)chroman-4-one methyl-piperidine-3-carboxylate